1-(4-methylphenyl)-1-phenyl-2-propenol CC1=CC=C(C=C1)C(C=C)(O)C1=CC=CC=C1